S(SC[C@@H](C(=O)O)NC(=O)OC(C)(C)C)C[C@@H](C(=O)O)NC(=O)OC(C)(C)C (2R,2'R)-3,3'-disulfanediylbis(2-((tert-butoxycarbonyl)amino)propanoic acid)